serotonin-HCl C1=CC2=C(C=C1O)C(=CN2)CCN.Cl